N1CC12CCC2 azaspiro[2.3]hexan